FC1=CC=C(C=C1)C=1C(=C(C(=NC1C)C)C(=O)NC1=CC=C(C=C1)OC1=CC=NC2=CC=C(N=C12)OC)O 5-(4-fluorophenyl)-4-hydroxy-N-[4-[(6-methoxy-1,5-naphthyridin-4-yl)oxy]phenyl]-2,6-dimethylpyridine-3-carboxamide